4-(tert-butyl)-N-((2-fluorophenyl)thiocarbamoyl)benzamide C(C)(C)(C)C1=CC=C(C(=O)NC(NC2=C(C=CC=C2)F)=S)C=C1